5-((2-chloro-5-fluorobenzyl)oxy)-3-(1H-pyrazol-4-yl)pyrazolo[1,5-a]pyrimidine ClC1=C(COC2=NC=3N(C=C2)N=CC3C=3C=NNC3)C=C(C=C1)F